ClC1=C(C=CC=C1)CC(=O)NC1=CC(=C(C=C1)C=1N=C(N(C1)C)C)S(N=CN(C)C)(=O)=O 2-(2-chlorophenyl)-N-[3-{[(dimethylamino)methylene]sulfamoyl}-4-(1,2-dimethyl-1H-imidazol-4-yl)phenyl]acetamide